(S)-7-cyclopropyl-2-((R)-3-methylmorpholino)-6,7-dihydropyrazolo[1,5-a]pyrazin-4(5H)-one C1(CC1)[C@H]1CNC(C=2N1N=C(C2)N2[C@@H](COCC2)C)=O